CN(C)CCOCCOC=1C=C2C(N(C(C2=CC1N)=O)CCC(=O)O)=O 5-(2-(dimethylaminoethyl-oxy)ethyl)oxy-6-amino-N-carboxyethyl-isoindoline-1,3-dione